2-Ethyl-3-((5-(4-fluoro-5-hydroxy-2-(trifluoromethyl)phenyl)isoxazol-3-yl)methyl)-5,6,7,8-tetrahydroquinazolin C(C)C1N=C2CCCCC2=CN1CC1=NOC(=C1)C1=C(C=C(C(=C1)O)F)C(F)(F)F